CC(C1CO1)NCC methylethylamino-2,3-epoxypropane